Br.Br.BrC=1C=C(C=CC1)\N=C(/N)\SCC1=C(C=C(C(=C1)Cl)Cl)CSC(N)=NC1=CC(=CC=C1)Br (4,5-Dichloro-1,2-phenylene)bis(methylene) (E,E)-bis(N'-(3-bromophenyl)carbamimidothioate) dihydrobromide